C(CCCO)O (l)-1,4-butylene glycol